C(=O)(O)C=C\C(=C/C1=CC(=NN1)C(=O)O)\C(=O)[O-] (E)-5-(2-carboxyvinyl-(carboxylatovinyl))-1H-pyrazole-3-carboxylic acid